O[C@@]12[C@@](OC=3C=NC=C(C31)OC)([C@H]([C@H]([C@H]2O)CNC2COC2)C2=CC=CC=C2)C2=CC=C(C#N)C=C2 |&1:12| rac-4-((4bs,5r,6s,7ar)-4b,5-dihydroxy-4-methoxy-6-((oxetan-3-ylamino)methyl)-7-phenyl-4b,5,6,7-tetrahydro-7aH-cyclopenta[4,5]furo[2,3-c]pyridin-7a-yl)benzonitrile